C(C)(C)(C)OC(=O)N(CCOCCOCCOC/C=C/C(=O)O)C(=O)OC(C)(C)C (E)-4-[2-[2-[2-[bis(tert-butoxycarbonyl)amino]ethoxy]ethoxy]ethoxy]but-2-enoic acid